(4R)-3-{2-[(6-methoxy-2-methyl-1,2,3,4-tetrahydroisoquinolin-7-yl)amino]quinazolin-7-yl}-4-(propan-2-yl)1,3-oxazolidin-2-one COC=1C=C2CCN(CC2=CC1NC1=NC2=CC(=CC=C2C=N1)N1C(OC[C@H]1C(C)C)=O)C